(2S)-4-(cyclopropyl(4-(5,6,7,8-tetrahydro-1,8-naphthyridin-2-yl)butyl)amino)-2-(2-phenylcyclopropane-1-carboxamido)butanoic acid C1(CC1)N(CC[C@@H](C(=O)O)NC(=O)C1C(C1)C1=CC=CC=C1)CCCCC1=NC=2NCCCC2C=C1